FC1=C(C=C(C=C1)NC(=O)C1=C(N(C(=C1C)C(C(=O)NCC1(CCCCC1)COC)=O)C)C)C N-(4-fluoro-3-methylphenyl)-5-(2-(((1-(methoxymethyl)cyclohexyl)methyl)amino)-2-oxoacetyl)-1,2,4-trimethyl-1H-pyrrole-3-carboxamide